tert-butyl (4-((5-bromo-2-nitrophenyl)amino)-[1,1'-biphenyl]-2-yl)(tert-butoxycarbonyl)carbamate BrC=1C=CC(=C(C1)NC1=CC(=C(C=C1)C1=CC=CC=C1)N(C(OC(C)(C)C)=O)C(=O)OC(C)(C)C)[N+](=O)[O-]